26-O-β-d-Glucopyranosyl-(25R)-furostan-5,20(22)-dien-3β,26-diol [C@@H]1([C@H](O)[C@@H](O)[C@H](O)[C@H](O1)CO)OC[C@H](C)CCC=1O[C@H]2C[C@H]3[C@@H]4CC=C5C[C@H](CC[C@]5(C)[C@H]4CC[C@]3(C)[C@H]2C1C)O